4-amino-1-[(2R)-6-amino-2-[[2-[[(2R)-2-amino-3-phenyl-propionyl]amino]-4-fluoro-4-methyl-pentanoyl]amino]hexanoyl]piperidine-4-carboxylic acid NC1(CCN(CC1)C([C@@H](CCCCN)NC(C(CC(C)(C)F)NC([C@@H](CC1=CC=CC=C1)N)=O)=O)=O)C(=O)O